2-(6-(((1r,2r,3s,5s)-2-fluoro-9-azabicyclo[3.3.1]non-3-yl)oxy)pyridazin-3-yl)-5-(6-methylpyridazin-4-yl)phenol F[C@@H]1[C@H]2CCC[C@@H](C[C@@H]1OC1=CC=C(N=N1)C1=C(C=C(C=C1)C1=CN=NC(=C1)C)O)N2